FC(C1=CC=C(N=N1)CO)(F)F 6-(trifluoromethyl)pyridazin-3-methanol